F[C@H]1C2(OCCO2)CCN(C1)C1=NC=CC(=N1)NC=1N=CC2=C(C=CC(=C2C1)C(C)C)N1CC(C1)CS(=O)(=O)C N-{2-[(6R)-6-fluoro-1,4-dioxa-8-azaspiro[4.5]decan-8-yl]pyrimidin-4-yl}-8-[3-(methanesulfonylmeth-yl)azetidin-1-yl]-5-(propan-2-yl)isoquinolin-3-amine